(S)-2-((1R,3S)-3-(4-hydroxyphenyl)cyclobutyl)-5-(pyrazin-2-yl)-2,5,6,7-tetrahydro-3H-pyrrolo[2,1-c][1,2,4]triazol-3-one OC1=CC=C(C=C1)C1CC(C1)N1N=C2N(C1=O)[C@@H](CC2)C2=NC=CN=C2